7-Chloro-5-(4-fluoro-2-methylphenyl)imidazo[1,2-a]quinoxalin-4(5H)-one ClC=1C=C2N(C(C=3N(C2=CC1)C=CN3)=O)C3=C(C=C(C=C3)F)C